ClCCC1=C(N=C2N(C1=O)C=CC=C2)C 3-(2-chloroethyl)-2-methyl-4H-pyrido[1,2-a]pyrimidin-4-one